C1(CC1)C1=NN(C=C1C1=NC2=CC=CC=C2N=C1)CCCNCC=1C=C2C(N(C(C2=CC1)=O)C1C(NC(CC1)=O)=O)=O 5-(((3-(3-cyclopropyl-4-(quinoxalin-2-yl)-1H-pyrazol-1-yl)propyl)amino)methyl)-2-(2,6-dioxopiperidin-3-yl)isoindoline-1,3-dione